4-(4-{3,8-diazabicyclo[3.2.1]oct-3-yl}-8-fluoro-2-[(1-methyl-octahydro-1H-indol-3a-yl)methoxy]pyrido[4,3-d]pyrimidin-7-yl)-5-ethynyl-6-fluoronaphthalen-2-ol C12CN(CC(CC1)N2)C=2C1=C(N=C(N2)OCC23CCN(C3CCCC2)C)C(=C(N=C1)C1=CC(=CC2=CC=C(C(=C12)C#C)F)O)F